1-ethyl-2-(2-heptadecen-1-yl)-4,5-dihydro-3-(2-hydroxyethyl)-1H-Imidazolium ethyl-sulfate C(C)OS(=O)(=O)[O-].C(C)N1C(=[N+](CC1)CCO)CC=CCCCCCCCCCCCCCC